C(C)NC=1N=CC2=C(N1)NC=C2C=2C=CC1=C(N(N=N1)C)C2 N-ethyl-5-(1-methyl-1H-benzo[d][1,2,3]triazol-6-yl)-7H-pyrrolo[2,3-d]pyrimidin-2-amine